ClC1=C(C=CC=C1)N1C(NC(C2=C(C=C(C=C12)C(F)(F)F)OC)=O)=O 1-(2-chlorophenyl)-5-methoxy-7-(trifluoromethyl)quinazolin-2,4(1H,3H)-dione